4-(4-(2-(Dimethylamino)-1-(1-hydroxycyclohexyl)ethyl)phenoxy)benzaldehyde CN(CC(C1(CCCCC1)O)C1=CC=C(OC2=CC=C(C=O)C=C2)C=C1)C